CCOCCOCCOCCOCCOCCOCCOCCOCC 3,6,9,12,15,18,21,24-octaoxahexacosan